(R)-1-((R)-7-Isopropyl-7,8-dihydro-6H-pyrimido[5,4-b][1,4]oxazin-4-yl)pyrrolidin-3-amine C(C)(C)[C@H]1NC2=C(OC1)C(=NC=N2)N2C[C@@H](CC2)N